ClC1=C(C(=O)NC2=NC(=CC=C2)C(=O)C2CCN(CC2)C)C=CC(=C1)F 2-Chloro-4-fluoro-N-[6-(1-methyl-piperidine-4-carbonyl)-pyridin-2-yl]-benzamide